(2S)-4,4-difluoropyrrolidine-1,2-dicarboxylic acid 1-tert-butyl 2-methyl ester COC(=O)[C@H]1N(CC(C1)(F)F)C(=O)OC(C)(C)C